dioctyl phthalate, lithium salt [Li].C(C=1C(C(=O)OCCCCCCCC)=CC=CC1)(=O)OCCCCCCCC